CC=1N=C(SC1C1=NN=C(O1)CC1=CC=C(C(=O)NO)C=C1)N1CCOCC1 4-[[5-(4-methyl-2-morpholinyl-thiazol-5-yl)-1,3,4-oxadiazol-2-yl]methyl]benzohydroxamic acid